(1R,3S,5R)-2-(2-(3-acetyl-5-(2-fluoro-6-methylpyridin-3-yl)-1H-pyrazolo[3,4-c]pyridin-1-yl)acetyl)-N-(6-bromo-3-methylpyridin-2-yl)-5-methyl-2-azabicyclo[3.1.0]hexane-3-carboxamide C(C)(=O)C1=NN(C2=CN=C(C=C21)C=2C(=NC(=CC2)C)F)CC(=O)N2[C@@H]1C[C@@]1(C[C@H]2C(=O)NC2=NC(=CC=C2C)Br)C